2-(2-chloropyrimidin-4-yl)-N-(4-(6-ethoxypyrazin-2-yl)phenyl)-N-(4-methoxybenzyl)butanamide ClC1=NC=CC(=N1)C(C(=O)N(CC1=CC=C(C=C1)OC)C1=CC=C(C=C1)C1=NC(=CN=C1)OCC)CC